BrC1=CC(=C(C(=C1)Cl)S(=O)(=O)NCCC1=C(C=CC=C1)F)Cl 4-bromo-2,6-dichloro-N-[2-(2-fluorophenyl)ethyl]benzene-1-sulfonamide